1-(5-(4-((4-([1,2,4]triazolo[1,5-a]pyridin-7-yloxy)-3-chloro-2-fluorophenyl)amino)-7-methoxypyrido[3,2-d]pyrimidin-6-yl)hexahydropyrrolo[3,4-b]pyrrol-1(2H)-yl)prop-2-en-1-one N=1C=NN2C1C=C(C=C2)OC2=C(C(=C(C=C2)NC=2C1=C(N=CN2)C=C(C(=N1)N1CC2N(CCC2C1)C(C=C)=O)OC)F)Cl